OC(CCCCCCCCCCC(=O)O)CC=CCCCC 12-Hydroxy-nonadec-14-enoic acid